C(C1=CC=CC=C1)OC(=O)N1CCC(CC1)CCOCC1CCC(CC1)N1N=C2C=C(C(=CC2=C1)[N+](=O)[O-])OC 4-(2-(((1r,4r)-4-(6-methoxy-5-nitro-2H-indazol-2-yl)cyclohexyl)methoxy)ethyl)piperidine-1-carboxylic acid benzyl ester